3-(4-propylphenyl)-9H-carbazole C(CC)C1=CC=C(C=C1)C=1C=CC=2NC3=CC=CC=C3C2C1